5-hydroxy-2,3-dihydro-1H-isoindol-1-one OC=1C=C2CNC(C2=CC1)=O